C(CC(O)(C(=O)O)CC(=O)O)(=O)O.N.N.N tri-ammonia citrate